CN1C(CCC2=CC(=CC=C12)C1=CN=CC=2C(CCCC12)C(=O)N1CC(C1)OCC1CC(C1)=O)=O 1-methyl-6-(8-(3-((3-oxocyclobutyl)methoxy)azetidine-1-carbonyl)-5,6,7,8-tetrahydroisoquinolin-4-yl)-3,4-dihydro-quinolin-2(1H)-one